CC[SiH2]OCC=CC=CC=CCO[SiH2]CC 4,13-dioxa-3,14-disilahexadeca-6,8,10-triene